FC1=C(C=C(C=C1)F)C1OC(=C(C1=O)OC(C)=O)N 2-(2,5-difluorophenyl)-4-(acetoxy)-5-amino-3(2H)-furanone